2',3'-O-isopropylidenecytidine CC1(O[C@@H]2[C@H](O[C@H]([C@@H]2O1)N3C=CC(=NC3=O)N)CO)C